C1CC12CN(CC2)C2=C(C=C(C(=O)NC1=C(C=C(C=C1)F)CC(=O)O)C=C2)NC(=O)C2=NN(C1=CC=CC=C21)CC(F)(F)F 2-(2-(4-(5-azaspiro[2.4]heptan-5-yl)-3-(1-(2,2,2-trifluoroethyl)-1H-indazole-3-carboxamido)benzamido)-5-fluorophenyl)acetic acid